N-((1R,4R)-4-(((2-((4-((2S,6R)-2,6-dimethylmorpholino)phenyl)amino)-5-methylpyrimidin-4-yl)oxy)methyl)cyclohexyl)acetamide C[C@@H]1O[C@@H](CN(C1)C1=CC=C(C=C1)NC1=NC=C(C(=N1)OCC1CCC(CC1)NC(C)=O)C)C